N-(4-cyanobenzyl)-1-ethyl-2-oxo-8-((1-sulfamoylcyclopropyl)methoxy)-1,2-dihydro-1,7-naphthyridine-3-carboxamide C(#N)C1=CC=C(CNC(=O)C=2C(N(C3=C(N=CC=C3C2)OCC2(CC2)S(N)(=O)=O)CC)=O)C=C1